CN(C1=NC(N(C2=CC(=CC(=C12)O)Cl)C1=CC=C(C=C1)F)=O)C 4-(dimethylamino)-7-chloro-1-(4-fluorophenyl)-hydroxyquinazolin-2-one